3-Heptyne CCC#CCCC